6-acryloyl-6-azaspiro[3.5]nonane C(C=C)(=O)N1CC2(CCC2)CCC1